BrC=1C=C2C(=NC1)N(C=C2C#N)C(=O)OC(C)(C)C tert-butyl 5-bromo-3-cyano-1H-pyrrolo[2,3-b]pyridine-1-carboxylate